6-phenyl-pyridazine-4-carboxamide C1(=CC=CC=C1)C1=CC(=CN=N1)C(=O)N